[Bi].COCCO[Si](CC[SiH2]O[SiH2]O[SiH3])(OCCOC)OCCOC 2-tris(2-methoxyethoxy)silylethyltrisiloxane bismuth